5,10,15,20-tetrakis(3,5-di-tert-butylphenyl)porphyrin C(C)(C)(C)C=1C=C(C=C(C1)C(C)(C)C)C=1C2=CC=C(N2)C(=C2C=CC(C(=C3C=CC(=C(C=4C=CC1N4)C4=CC(=CC(=C4)C(C)(C)C)C(C)(C)C)N3)C3=CC(=CC(=C3)C(C)(C)C)C(C)(C)C)=N2)C2=CC(=CC(=C2)C(C)(C)C)C(C)(C)C